N1=C(C=CC2=CC=CN=C12)CCCCC1(C(N(C1)[C@@H](CC(=O)OCC)C=1C=NC(=CC1)OC)=O)C (3S)-ethyl 3-(3-(4-(1,8-naphthyridin-2-yl)butyl)-3-methyl-2-oxoazetidin-1-yl)-3-(6-methoxypyridin-3-yl)propanoate